1-[3-(difluoromethyl)phenyl]methanamine FC(C=1C=C(C=CC1)CN)F